CC1=C(OC(C(=O)OCC)(C)C)C(=CC(=C1)CN1CCN(CC1)C1=NC=CC=C1)C Ethyl 2-(2,6-dimethyl-4-((4-(pyridin-2-yl) piperazin-1-yl) methyl) phenoxy)-2-methylpropionate